(S)-(1-fluorocyclopropyl)(6-(4-(2-(trifluoromethoxy)phenyl)piperidin-1-yl)-2-azaspiro[3.4]octan-2-yl)methanone FC1(CC1)C(=O)N1CC2(C1)C[C@H](CC2)N2CCC(CC2)C2=C(C=CC=C2)OC(F)(F)F